C1(CC2C(CC1)O2)COC(CCCCCCCCC(=O)OCC2CC1C(CC2)O1)=O bis(3,4-epoxycyclohexylmethyl)sebacate